4-(6-amino-4-cyclopropylpyridazin-3-yl)-3-(ethoxymethoxy)benzaldehyde NC1=CC(=C(N=N1)C1=C(C=C(C=O)C=C1)OCOCC)C1CC1